COC(CC(=O)C1CN(CC1)C(=O)OC(C)(C)C)=O tert-Butyl 3-(3-methoxy-3-oxopropanoyl)pyrrolidine-1-carboxylate